[N+](=O)([O-])C=1C=C(C2=C(C=CC3(N(C4=CC=C(C=C4C3(C)C)[N+](=O)[O-])C)O2)C1)OC 6,5'-dinitro-8-methoxy-1',3',3'-trimethylspiro[2H-1-benzopyran-2,2'-indoline]